5-ethyl-6-fluoronaphthalen C(C)C1=C2C=CC=CC2=CC=C1F